(E)-3-(3-(3,5-bis(trifluoromethyl)phenyl)-1H-1,2,4-triazol-1-yl)-3-bromo-1-(3,3-difluoroazetidin-1-yl)prop-2-en-1-one FC(C=1C=C(C=C(C1)C(F)(F)F)C1=NN(C=N1)\C(=C/C(=O)N1CC(C1)(F)F)\Br)(F)F